diazacyclononene-8-carboxamide N1=NCCCCCC(C1)C(=O)N